CC1=CC=CC(=N1)C=1N=C2N(C=CC=C2)C1C=1C=C2C=C(C=NC2=CC1)C=1C=NNC1 6-[2-(6-methyl-2-pyridyl)imidazo[1,2-a]pyridin-3-yl]-3-(1H-pyrazol-4-yl)quinoline